2-Chloro-5-methyl-N4-[3,5-bis-(cyclopropylsulfonamido)phenyl]pyrimidine-4-amine ClC1=NC=C(C(=N1)NC1=CC(=CC(=C1)NS(=O)(=O)C1CC1)NS(=O)(=O)C1CC1)C